NC1=NC(=C(C=2N1C(N(N2)CC=2N=NNC2C)=O)C2=CC(=NC(=C2)C)C)C2=CC=CC=C2 5-amino-8-(2,6-dimethylpyridin-4-yl)-2-((5-methyl-1H-1,2,3-triazol-4-yl)methyl)-7-phenyl-[1,2,4]triazolo[4,3-c]pyrimidin-3(2H)-one